methyl 2-[4-[6-[3-(5-chloro-2-fluoro-phenyl)-1H-pyrazol-4-yl]-1,5-naphthyridin-3-yl]piperazin-2-yl]acetate ClC=1C=CC(=C(C1)C1=NNC=C1C=1N=C2C=C(C=NC2=CC1)N1CC(NCC1)CC(=O)OC)F